C(C)(C)(C)OC(=O)N1C[C@H](CC1)[C@@H](C(=O)OC(C)(C)C)CC1=CC(=CC=C1)COC1=CC(=CC=C1)C1=CC=CC=C1 (3R)-3-[(1S)-2-tert-butoxy-2-oxo-1-[[3-[(3-phenylphenoxy)methyl]phenyl]methyl]ethyl]pyrrolidine-1-carboxylic acid tert-butyl ester